C(C)(C)(C)N(C(O)=O)C1CCC(CC1)CN1CCN(CC1)C1=CC=C(C=C1)NC1C(NC(CC1)=O)=O.N1=NC(=CC=C1)COC1=CC=C(N)C=C1 4-(pyridazin-3-ylmethoxy)aniline tert-butyl-((1r,4r)-4-((4-(4-((2,6-dioxopiperidin-3-yl)amino)phenyl)piperazin-1-yl)methyl)cyclohexyl)carbamate